1-Hexyl-3,7-dimethyl-xanthine C(CCCCC)N1C(=O)N(C=2N=CN(C2C1=O)C)C